C(C1=CC=CC=C1)[C@@H]1C[C@H](NC1)C(=O)O (2S,4R)-4-benzyl-pyrrolidine-2-carboxylic acid